ClC=1N=C(N2N=C(N=CC21)NC2C(CN(CC2)S(=O)(=O)C)F)CC(C)C N-[5-chloro-7-(2-methylpropyl)imidazo[4,3-f][1,2,4]triazin-2-yl]-3-fluoro-1-methanesulfonylpiperidin-4-amine